2-(1-propionylindol-5-yl)-N-(pyridin-3-ylmethyl)-1-((2-(trimethylsilyl)ethoxy)methyl)-1H-imidazole-4-carboxamide C(CC)(=O)N1C=CC2=CC(=CC=C12)C=1N(C=C(N1)C(=O)NCC=1C=NC=CC1)COCC[Si](C)(C)C